(3S,4R)-4-amino-1-(5-(4-fluoro-2-methoxyphenyl)imidazo[2,1-b][1,3,4]thiadiazol-2-yl)pyrrolidin-3-ol N[C@H]1[C@H](CN(C1)C1=NN2C(S1)=NC=C2C2=C(C=C(C=C2)F)OC)O